3,3-dimethylphthalimide CC1(C2C(C(=O)NC2=O)=CC=C1)C